6-(hydroxymethyl)-2-(methylsulfanyl)-8H-pyrano[3,4-d]pyrimidin-8-one OCC1=CC2=C(N=C(N=C2)SC)C(O1)=O